((6-(5-(3-chloro-6-cyano-5-cyclopropyloxy-2-fluorophenyl)-1-methyl-1H-pyrazol-4-yl)-1-oxo-1,2-dihydroisoquinolin-4-yl)methyl)carbamic acid tert-butyl ester C(C)(C)(C)OC(NCC1=CNC(C2=CC=C(C=C12)C=1C=NN(C1C1=C(C(=CC(=C1C#N)OC1CC1)Cl)F)C)=O)=O